BrC=1C2=CN(N=C2C=CC1)CCNC(CN1C(C2=CC=CC=C2C1=O)=O)=O N-[2-(4-bromoindazol-2-yl)ethyl]-2-(1,3-dioxoisoindolin-2-yl)acetamide